C(C)(C)(C)OC(CCCCCCCCCCCCCCCCCCCOC1C(C(C(C(O1)C(=O)O)O)O)O)=O 6-((20-(tert-butoxy)-20-oxoicosyl)oxy)-3,4,5-trihydroxytetrahydro-2H-pyran-2-carboxylic acid